((3-chloro-1,4-diphenoxy-1,4-dihydronaphthalen-2-yl)amino)-N-(pyridin-2-yl)benzenesulfonamide ClC1=C(C(C2=CC=CC=C2C1OC1=CC=CC=C1)OC1=CC=CC=C1)NC1=C(C=CC=C1)S(=O)(=O)NC1=NC=CC=C1